[Na+].N1(CCC1)C1=CC(=C(C=N1)N1C=C(C(C2=CC(=C(N=C12)N1CC2=NC=CC=C2C1)Cl)=O)C(=O)[O-])C 1-(6-(azetidin-1-yl)-4-methylpyridin-3-yl)-6-chloro-7-(5,7-dihydro-6H-pyrrolo[3,4-b]pyridin-6-yl)-4-oxo-1,4-dihydro-1,8-naphthyridine-3-carboxylic acid sodium salt